CN1N=CC(=C1C1=CC(=C(CN2C(N3C(C(=C2)C(=O)N[C@@H]2[C@H](CCCC2)O)=NC=C3)=O)C=C1)F)C 6-(4-(1,4-dimethyl-1H-pyrazol-5-yl)-2-fluorobenzyl)-N-((1S,2S)-2-hydroxycyclohexyl)-5-oxo-5,6-dihydroimidazo[1,2-c]pyrimidine-8-carboxamide